3-[(2,2-dioxo-1,3-dihydro-2-benzothien-5-yl)amino]-5-(methylamino)-6-(3-methylimidazo[4,5-c]pyridin-7-yl)pyrazine-2-carboxamide O=S1(CC2=C(C1)C=CC(=C2)NC=2C(=NC(=C(N2)NC)C=2C1=C(C=NC2)N(C=N1)C)C(=O)N)=O